C(C)(C)N(C(OC(C=1N(C(=C(N1)COC)I)COCC[Si](C)(C)C)C1=CC(=C(C=C1)F)Cl)=O)C(C)C (3-chloro-4-fluorophenyl)(5-iodo-4-(methoxymethyl)-1-((2-(trimethylsilyl)eth-oxy)methyl)-1H-imidazol-2-yl)methyl diisopropylcarbamate